C(C)(C)(C)OC(=O)N[C@H]1CC[C@H](CC1)N1N=C(C(=C1)Cl)C(=O)O (cis-4-((tert-butoxycarbonyl)amino)cyclohexyl)-4-chloro-1H-pyrazole-3-carboxylic acid